(E)-Boc-4-amino-L-phenylalanine methyl ester COC([C@@H](NC(=O)OC(C)(C)C)CC1=CC=C(C=C1)N)=O